3-cyano-3-[(4-fluoro-2-iodophenyl)methyl]azetidine-1-carboxylic acid tert-butyl ester C(C)(C)(C)OC(=O)N1CC(C1)(CC1=C(C=C(C=C1)F)I)C#N